[2-(4-fluoro-2-methyl-phenoxy)-4-methyl-5-(trifluoromethyl)-3-pyridyl]boronic acid FC1=CC(=C(OC2=NC=C(C(=C2B(O)O)C)C(F)(F)F)C=C1)C